OCCCC1=C2CN(C(C2=CC=C1)=O)C1C(NC(CC1)=O)=O 3-(4-(3-hydroxypropanyl)-1-oxoisoindolin-2-yl)piperidine-2,6-dione